2-oxo-7-aminohept-3-enoate O=C(C(=O)[O-])C=CCCCN